ClC=1C(=NC(=NC1)NC1=C(C=C2CCN(CC2=C1)C)F)N1C[C@@](C2=CC=CC=C12)(C)CC(=O)O (S)-2-(1-(5-chloro-2-((6-fluoro-2-methyl-1,2,3,4-tetrahydroisoquinolin-7-yl)amino)pyrimidin-4-yl)-3-methylindolin-3-yl)acetic acid